tert-butyl 3-((5-(7-((3-((difluoromethyl)sulfonyl)benzamido)methyl)-1,6-naphthyridin-2-yl)-3-fluoropyridin-2-yl)oxy)azetidine-1-carboxylate FC(S(=O)(=O)C=1C=C(C(=O)NCC2=NC=C3C=CC(=NC3=C2)C=2C=C(C(=NC2)OC2CN(C2)C(=O)OC(C)(C)C)F)C=CC1)F